C1=C(C(=CC2=CC=CC=C12)[O-])[O-].C1=C(C(=CC2=CC=CC=C12)[O-])[O-].[Li+].[Li+].[Li+].[Li+] lithium bis(2,3-naphthalenediolate)